4-[3-[3-[4-(4-Chloro-2-methylsulfonyl-phenyl)phenyl]azetidin-1-yl]-3-oxo-propyl]imidazolidin-2-one ClC1=CC(=C(C=C1)C1=CC=C(C=C1)C1CN(C1)C(CCC1NC(NC1)=O)=O)S(=O)(=O)C